methyl 2-(6-acetyl-1-(tert-butoxycarbonyl)-1H-indol-2-yl)-7-methoxy-1-methyl-1H-benzo[d]imidazole-5-carboxylate C(C)(=O)C1=CC=C2C=C(N(C2=C1)C(=O)OC(C)(C)C)C1=NC2=C(N1C)C(=CC(=C2)C(=O)OC)OC